NC1=NC=2C=C(C(=CC2C2=C1COC2)C(=O)N(CC=2N=NC(=CC2)C(F)(F)F)[C@@H](COC)C)F 4-amino-7-fluoro-N-((2R)-1-methoxy-2-propanyl)-N-((6-(trifluoromethyl)-3-pyridazinyl)methyl)-1,3-dihydrofuro[3,4-c]quinoline-8-carboxamide